NC([C@H](C[C@H]1C(NCC1)=O)NC(=O)[C@@H]1C[Si](CN1C(=O)OC(C)(C)C)(C)C)=O tert-Butyl (R)-5-(((S)-1-amino-1-oxo-3-((S)-2-oxopyrrolidin-3-yl)propan-2-yl)carbamoyl)-3,3-dimethyl-1,3-azasilolidine-1-carboxylate